lead sulfide [Pb]=S